Ethyl 2-(3-carbamoyl-4-nitro-pyrazol-1-yl)acetate C(N)(=O)C1=NN(C=C1[N+](=O)[O-])CC(=O)OCC